S(N)(=O)(=O)C1=CC=C(C=C1)C1(CC1)C(=O)O 1-(4-sulfamoylphenyl)cyclopropane-1-carboxylic acid